C(#N)C=1C=C(C=CC1)C[O-].[Li+] lithium (3-cyanophenyl)methoxide